O1N=CC2=C1C=CC(=C2)CNC(O)=O.FC(C(=O)NC2CCC(CC2)COC2=NC(=NC=C2)NC2=CC=C(C=C2)N2CCOCC2)(F)F 2,2,2-trifluoro-N-((1R,4R)-4-(((2-((4-morpholino-phenyl)amino)pyrimidin-4-yl)oxy)methyl)cyclohexyl)acetamide 5-benzisoxazolylmethyl-carbamate